NC=1SC(=C(N1)C1=CC(=C(C=C1)NC(=O)C1=CN=CN1C)C)C N-(4-(2-amino-5-methylthiazol-4-yl)-2-methylphenyl)-1-methyl-1H-imidazole-5-carboxamide